potassium diphenyl sulfoxide C1(=CC=CC=C1)S(=O)C1=CC=CC=C1.[K]